3-((S)-2-benzyl-6-(methoxycarbonyl)-7-methyl-6,7,8,9-tetrahydro-3H-imidazo[4,5-f]quinolin-3-yl)cyclohexane-1-carboxylic acid C(C1=CC=CC=C1)C=1N(C=2C(=C3CC[C@@H](N(C3=CC2)C(=O)OC)C)N1)C1CC(CCC1)C(=O)O